1,5-anhydro-3-[(5-chloro-4-{4-fluoro-2-[(1S)-1-hydroxyethyl]-1-(propan-2-yl)-1H-benzimidazol-6-yl}pyridin-2-yl)amino]-2,3-dideoxy-D-threo-pentitol ClC=1C(=CC(=NC1)N[C@@H]1CCOC[C@H]1O)C=1C=C(C2=C(N(C(=N2)[C@H](C)O)C(C)C)C1)F